(S)-2-(((6-(4,5-difluorobenzo[d]thiazol-7-yl)-2-(3,3,3-trifluoro-2,2-dimethylpropanoyl)-2,6-diazaspiro[3.4]octan-8-yl)methoxy)methyl)-6-(4-methylcyclohexyl)benzoic acid FC1=C(C=C(C2=C1N=CS2)N2CC1(CN(C1)C(C(C(F)(F)F)(C)C)=O)[C@@H](C2)COCC2=C(C(=O)O)C(=CC=C2)C2CCC(CC2)C)F